tri(3-ethyl-1-pentyl) citrate C(CC(O)(C(=O)OCCC(CC)CC)CC(=O)OCCC(CC)CC)(=O)OCCC(CC)CC